ClC1=CC=C(C=C1)N1C(=C(C=C1C)C(CN1CC(CC1)S(=O)(=O)C)=O)C 1-(1-(4-Chlorophenyl)-2,5-dimethyl-1H-pyrrol-3-yl)-2-(3-(methylsulfonyl)pyrrolidin-1-yl)ethanone